COC=1C=C2CCN(C(C2=CC1OC)CCC1=CN(C2=CC=CC=C12)C)CC1CCOCC1 6,7-dimethoxy-1-(2-(1-methyl-1H-indol-3-yl)ethyl)-2-((tetrahydro-2H-pyran-4-yl)methyl)-1,2,3,4-tetrahydroisoquinoline